O1C[C@H](CC1)C(=O)O (S)-tetrahydrofuran-3-Carboxylic acid